N-(3-((5-bromo-3-methyl-4-oxo-3,4-dihydroquinazolin-6-yl)amino)-2-chloro-4-fluorophenyl)pyrrolidine-1-sulfonamide BrC1=C2C(N(C=NC2=CC=C1NC=1C(=C(C=CC1F)NS(=O)(=O)N1CCCC1)Cl)C)=O